5-(4-hydroxyphenyl)-3H-1,2,4-dithiazol-3-one OC1=CC=C(C=C1)C1=NC(SS1)=O